C(C)(C)(C)OC(=O)N1C[C@@H]([C@@H](CC1)C1=CC=C(C=C1)C(=O)OC)F.BrC=1C=C2C(=CNC2=CC1)/C(=C/C=1C=NC=CC1NC(C(C)(C)C)=O)/C#N (Z)-N-(3-(2-(5-bromo-1H-indol-3-yl)-2-cyanovinyl)pyridin-4-yl)pivaloamide tert-butyl-(3R,4S)-3-fluoro-4-(4-(methoxycarbonyl)phenyl)piperidine-1-carboxylate